C1(CC1)C([C@@H](C(=O)NC1=C(C=C(C(=C1)COC)C(C(NCC(F)(F)F)=O)C)F)NC(=O)C1=CC=NN1C(C)C)C1CC1 N-((2S)-1,1-dicyclopropyl-3-((2-fluoro-5-(methoxymethyl)-4-(1-oxo-1-((2,2,2-trifluoroethyl)amino)propan-2-yl)phenyl)amino)-3-oxopropan-2-yl)-1-isopropyl-1H-pyrazole-5-carboxamide